Cl.Cl.C1(CCCC1)NC1=CC(=C2C(NC=NC2=C1)=O)F 7-(cyclopentylamino)-5-fluoroquinazolin-4(3H)-one dihydrochloride